tert-butyl N-{4-[3-(2,3-dichlorophenyl)-1H-pyrazolo[3,4-b]pyrazine-6-yl]-1-methylcyclohexyl}carbamate ClC1=C(C=CC=C1Cl)C1=NNC2=NC(=CN=C21)C2CCC(CC2)(C)NC(OC(C)(C)C)=O